2-(1-ethyl-3-(trifluoromethyl)-1H-pyrazol-4-yl)phenyl-4,7-dihydrothieno[2,3-c]pyridin C(C)N1N=C(C(=C1)C1=C(C=CC=C1)C1=CC2=C(CN=CC2)S1)C(F)(F)F